((2R,3S,5R)-5-(6-amino-2-fluoro-9H-purin-9-yl)-2-ethynyl-3-hydroxytetrahydrofuran-2-yl)methyl (1,3-bis(isobutyryloxy)propan-2-yl) Succinate C(CCC(=O)OC(COC(C(C)C)=O)COC(C(C)C)=O)(=O)OC[C@]1(O[C@H](C[C@@H]1O)N1C2=NC(=NC(=C2N=C1)N)F)C#C